3,8-dimethyl-7-chloroquinoline CC=1C=NC2=C(C(=CC=C2C1)Cl)C